(2S,4R)-4-hydroxy-1-[(2R)-2-(3-{6-[3-(2-hydroxyphenyl)cinnolin-7-yl]-2,6-diazaspiro[3.3]heptan-2-yl}-1,2-oxazol-5-yl)-3-methylbutanoyl]pyrrolidine-2-carboxylic acid O[C@@H]1C[C@H](N(C1)C([C@H](C(C)C)C1=CC(=NO1)N1CC2(C1)CN(C2)C2=CC=C1C=C(N=NC1=C2)C2=C(C=CC=C2)O)=O)C(=O)O